C(C)OC(=O)C1(CC(C(C1)OS(=O)(=O)C(F)(F)F)F)NC(C1=CC=CC=C1)=O Racemic-ethyl-1-benzamido-3-fluoro-4-(((trifluoromethyl)sulfonyl)oxy)cyclopentane-1-carboxylate